FC=1C=C(C=CC1N1CCOCC1)N1C(O[C@H](C1)CNS(=O)(=O)C1=CC(=CC=C1)C(F)(F)F)=O (R)-N-((3-(3-fluoro-4-morpholinophenyl)-2-oxooxazolidin-5-yl)methyl)-3-(trifluoromethyl)benzenesulfonamide